N1C=C(C2=CC=CC=C12)CCNC([C@H](CC1=CC=CC=C1)NC(=O)C=1OC2=CC=CC(=C2C(C1)=O)OCC1=CC=C(C=C1)Br)=O (S)-N-(1-((2-(1H-indol-3-yl)ethyl)amino)-1-oxo-3-phenylpropan-2-yl)-5-((4-bromobenzyl)oxy)-4-oxo-4H-chromene-2-carboxamide